[N-](S(=O)(=O)C(F)(F)F)S(=O)(=O)C(F)(F)F.C(CCC)N1CN(C=C1)C 1-butyl-3-methylimidazole bis(trifluoromethylsulfonyl)imide salt